tert-butyl 6-[(tert-butoxycarbonyl)amino]-3-fluoropyrrolo[3,2-b]pyridine-1-carboxylate C(C)(C)(C)OC(=O)NC=1C=C2C(=NC1)C(=CN2C(=O)OC(C)(C)C)F